C(C)C=1C(NC=2C=C(C=NC2C1)CN1CCN([C@@H]2C[C@H]12)C=1C=CC(=NC1)C(=O)NC)=O |o1:17,19| Rel-5-[(1r,6s)-5-[(7-ethyl-6-oxo-5H-1,5-naphthyridin-3-yl)methyl]-2,5-diazabicyclo[4.1.0]hept-2-yl]-N-methylpyridine-2-carboxamide